C(C1=CC=CC=C1)(C1=CC=CC=C1)(C1=CC=CC=C1)N1C=NC(=C1)C(C)=O 1-(1-(trityl)imidazol-4-yl)ethanone